3,4-diphenyl-sulfonyl-1,2,5-oxadiazole-N-oxide C1(=CC=CC=C1)S(=O)(=O)C1=[N+](ON=C1S(=O)(=O)C1=CC=CC=C1)[O-]